5-(5-(((1r,4r)-4-((tert-butyldimethylsilyl)oxy)cyclohexyl)oxy)-2-(difluoromethoxy)pyridin-4-yl)-N-(2,6-dimethylpyrimidin-4-yl)pyrazolo[1,5-a]pyridin-2-amine [Si](C)(C)(C(C)(C)C)OC1CCC(CC1)OC=1C(=CC(=NC1)OC(F)F)C1=CC=2N(C=C1)N=C(C2)NC2=NC(=NC(=C2)C)C